N-(5-(1-methyl-1H-pyrazol-4-yl)pyrazin-2-yl)-N-(trans-4-((4-((oxetan-3-yl)oxy)-5-(trifluoromethyl)pyrimidin-2-yl)amino)cyclohexyl)butanamide CN1N=CC(=C1)C=1N=CC(=NC1)N(C(CCC)=O)[C@@H]1CC[C@H](CC1)NC1=NC=C(C(=N1)OC1COC1)C(F)(F)F